N1CC(C1)N1N=CC(=C1)C1=NC(=NC(=C1)C(F)(F)F)N1[C@H](CC1)CO [(2R)-1-[4-[1-(Azetidin-3-yl)pyrazol-4-yl]-6-(trifluoromethyl)pyrimidin-2-yl]azetidin-2-yl]methanol